phenyl-2-morpholinopropyl ketone C1(=CC=CC=C1)CC(CC(=O)CC(CC1=CC=CC=C1)N1CCOCC1)N1CCOCC1